C(#N)C=1C=NC(=NC1)N1C[C@H](N(C[C@@H]1C)C(=O)NC1CC2(CN(C2)CC2=CC=C(C=C2)F)C1)C (2R,5S)-4-(5-cyanopyrimidin-2-yl)-N-{2-[(4-fluorophenyl)methyl]-2-azaspiro[3.3]heptan-6-yl}-2,5-dimethylpiperazine-1-carboxamide